2-(8,10,12-Trihydroxy-6,7-dimethoxy-3-methyl-1,5,9,14,16-pentaoxo-5,9,14,16-tetrahydro-1H-2-aza-hexaphen-2-yl)-3-(2-amino-1-methyl-imidazol-4-yl)-propionic acid OC=1C2=C(C(=C3C(C=4C=C(N(C(C4C(C3=C2C=C2C(C3=CC(=CC(=C3C(C12)=O)O)O)=O)=O)=O)C(C(=O)O)CC=1N=C(N(C1)C)N)C)=O)OC)OC